N[C@H]1[C@@H](CC(O1)=O)CCC (4R,5R)-5-amino-4-propyldihydrofuran-2(3H)-one